2-(4-(trifluoromethyl)phenoxy)benzamide FC(C1=CC=C(OC2=C(C(=O)N)C=CC=C2)C=C1)(F)F